CC1=NOC(=C1)CNC(=O)C=1C(N(C(=C(C1)C=1N(N=CC1)C)C)C1=CC(=CC=C1)C(F)(F)F)=O 6-methyl-5-(2-methyl-2H-pyrazol-3-yl)-2-oxo-1-(3-trifluoromethylphenyl)-1,2-dihydro-pyridine-3-carboxylic acid (3-methyl-isoxazol-5-ylmethyl)-amide